((N-methylsulfamoyl)amino)-2,3-dihydro-1H-indene-4-carboxamide CNS(=O)(=O)NC1CCC=2C(=CC=CC12)C(=O)N